F[As-](F)(F)(F)(F)F.[Na+] sodium (hexafluoroarsenate)